1-[3-[7-amino-3-[4-(trifluoromethyl)phenyl]indazol-1-yl]azetidin-1-yl]prop-2-en-1-one tert-butyl-3,3-difluoro-1,2,3,6-tetrahydropyridine-1-carboxylate C(C)(C)(C)OC(=O)N1CC(C=CC1)(F)F.NC=1C=CC=C2C(=NN(C12)C1CN(C1)C(C=C)=O)C1=CC=C(C=C1)C(F)(F)F